trans-4,5-dichloro-2-[4-[4-[[1,1-dimethylethyl(dimethyl)silyl]oxymethyl]anilino]cyclohexyl]pyridazin-3-one ClC=1C(N(N=CC1Cl)[C@@H]1CC[C@H](CC1)NC1=CC=C(C=C1)CO[Si](C)(C)C(C)(C)C)=O